C1(=CC=CC2=CC=CC=C12)C(=O)OCCC1=NC(=CC2=CC=CC=C12)C(C)C (isopropylisoquinolin-1-yl)-ethyl naphthoate